6-((Z)-2-(2-aminothiazol-4-yl)-2-(((2-carboxypropan-2-yl)oxy)imino) acetamido)-7-oxo-4-thia-1-azabicyclo[3.2.0]heptane-3-carboxylate NC=1SC=C(N1)/C(/C(=O)NC1C2SC(CN2C1=O)C(=O)[O-])=N/OC(C)(C)C(=O)O